tert-butyl (2R)-5-oxo-2-[[2-oxo-1-(3-pyridyl)-2-(tetrahydropyran-4-ylamino)ethyl]-[4-(pentafluoro-λ6-sulfanyl)phenyl]carbamoyl]piperazine-1-carboxylate O=C1NC[C@@H](N(C1)C(=O)OC(C)(C)C)C(N(C1=CC=C(C=C1)S(F)(F)(F)(F)F)C(C(NC1CCOCC1)=O)C=1C=NC=CC1)=O